(2R,3S,5R)-5-[6-(butyrylamino)-2-fluoro-purin-9-yl]-4-methylbenzoic acid C(CCC)(=O)NC1=C2N=CN(C2=NC(=N1)F)C=1C(=CC=C(C(=O)O)C1)C